2-benzyl-2-azabicyclo[2.2.1]Heptane-3-carboxylic acid ethyl ester C(C)OC(=O)C1N(C2CCC1C2)CC2=CC=CC=C2